FC(OC1=C(C=C(C=C1)S)C1=NN(C=C1NC(=O)C=1C=NN2C1N=CC=C2)C)F N-(3-(2-(difluoromethoxy)-5-mercaptophenyl)-1-methyl-1H-pyrazol-4-yl)pyrazolo[1,5-a]pyrimidine-3-carboxamide